N-[9-[(2R,3R,4R,5R)-5-[[bis(4-methoxyphenyl)(phenyl)methoxy]methyl]-4-hydroxy-3-(trifluoromethoxy)oxolan-2-yl]-6-oxo-6,9-dihydro-1H-purin-2-yl]-2-methylpropanamide COC1=CC=C(C=C1)C(OC[C@@H]1[C@H]([C@H]([C@@H](O1)N1C=2N=C(NC(C2N=C1)=O)NC(C(C)C)=O)OC(F)(F)F)O)(C1=CC=CC=C1)C1=CC=C(C=C1)OC